3-(4-(2-(4-(4-(4-((1S,2R)-6-Hydroxy-2-phenyl-1,2,3,4-tetrahydronaphthalen-1-yl)phenoxy)butyl)piperazin-1-yl)-2-oxoethoxy)phenyl)piperidine-2,6-dione OC=1C=C2CC[C@H]([C@H](C2=CC1)C1=CC=C(OCCCCN2CCN(CC2)C(COC2=CC=C(C=C2)C2C(NC(CC2)=O)=O)=O)C=C1)C1=CC=CC=C1